BrC=1C=C(C(=NC1)C1(CC1)O[Si](C)(C)C(C)(C)C)Cl 5-bromo-2-(1-((tert-butyldimethylsilyl)oxy)cyclopropyl)-3-chloropyridine